C(=O)OOC(C)(C)C t-butyl peroxyformate